S1N=NC2=C1C=CC=C2 Benzo-thiadiazol